(4-tetradecylphenyl)(4-tridecylphenyl)iodonium methyl-(2R)-2-({(E)-[2-chloro-5-(3,5-dimethyl-2,6-dioxo-4-sulfanylidene-1,3,5-triazinan-1-yl)-4-fluorobenzylidene]amino}oxy)propanoate COC([C@@H](C)O/N=C/C1=C(C=C(C(=C1)N1C(N(C(N(C1=O)C)=S)C)=O)F)Cl)=O.C(CCCCCCCCCCCCC)C1=CC=C(C=C1)[I+]C1=CC=C(C=C1)CCCCCCCCCCCCC